C(C)(C)(C)OC(=O)N1CCC(CC1)N(C1=NC(=NC(=C1C(=O)OCC)Cl)SC)C ethyl 4-[(1-tert-butoxycarbonyl-4-piperidyl)-methyl-amino]-6-chloro-2-methylsulfanyl-pyrimidine-5-carboxylate